[Al].[N+](=O)([O-])NC1=CC=CC=C1 N-nitroaniline aluminum salt